3-((tert-butoxycarbonyl)amino)bicyclo[1.1.1]Pentane-1-carboxylic acid C(C)(C)(C)OC(=O)NC12CC(C1)(C2)C(=O)O